6-(4-chlorophenyl)-3-oxo-2-phenyl-2,3-dihydropyridazine-4-carboxylic acid methyl ester COC(=O)C=1C(N(N=C(C1)C1=CC=C(C=C1)Cl)C1=CC=CC=C1)=O